CS(=O)(=O)C1=NC=C(C=N1)C#CCCC=C[NH-] 6-(2-(methylsulfonyl)pyrimidin-5-yl)hex-en-5-ynylamide